C(C)N1CC=CC2=CC=CC=C12 1-ethylquinoline